C(CCC)(=O)NC1=CC(=CN=N1)CN1CCN(CC1)C=1C=CC(=NC1C)C(=O)NC 5-(4-((6-butyramidopyridazin-4-yl)methyl)piperazin-1-yl)-N,6-dimethylpicolinamide